C(C)S(=O)(=O)NC1CC2(CN(C2)C[C@H]2CN(CC2)C(=O)OC(C)(C)C)C1 (S)-tert-butyl 3-((6-(ethylsulfonamido)-2-azaspiro[3.3]heptan-2-yl)methyl)pyrrolidine-1-carboxylate